FCCCN1CC(C1)CC1=CC=C(C=C1)C1=C(CCCC=2C=3C=CNC3C=CC21)/C=C/C(C)(O)C (E)-4-(6-(4-((1-(3-fluoropropyl)azetidin-3-yl)methyl)phenyl)-3,8,9,10-tetrahydrocyclohepta[e]indol-7-yl)-2-methylbut-3-en-2-ol